Cyclohexylmethyl (Z)-3-aminobut-2-enoate N\C(=C/C(=O)OCC1CCCCC1)\C